FC=1C=C(C2=C(OCCN2C2=C3C[C@H]([C@H](C3=C(C=C2)S(=O)(=O)C(F)(F)F)O)F)C1)C#N 7-fluoro-4-((1S,2R)-2-fluoro-1-hydroxy-7-((trifluoromethyl)sulfonyl)-2,3-dihydro-1H-inden-4-yl)-3,4-dihydro-2H-benzo[b][1,4]oxazine-5-carbonitrile